C1CC(OC=C1)O dihydropyranol